2-((6-amino-2-(1H-imidazol-1-yl)quinolin-4-yl)oxy)ethan-1-ol NC=1C=C2C(=CC(=NC2=CC1)N1C=NC=C1)OCCO